NC1=NCCC2=C1C=C(S2)CNC(OC(C)(C)C)=O tert-butyl ((4-amino-6,7-dihydrothieno[3,2-c]pyridin-2-yl)methyl)carbamate